FC(C(=O)O)(F)F.FC(C=1C=CC(=NC1)OC1CC2(CNC2)C1)(F)F 6-[[5-(Trifluoromethyl)-2-pyridyl]oxy]-2-azaspiro[3.3]heptane trifluoroacetate salt